4-(3-Hydroxyphenyl)naphthalene OC=1C=C(C=CC1)C1=CC=CC2=CC=CC=C12